carboxyl-butyl-amide C(=O)(O)[N-]CCCC